[1,2,4]triazolo[4,3-d][1,4]diazepine N1=NCN2C=CN=CC=C21